NC1=CC(=NNC1=O)[C@H]1CN(CCC1(F)F)[C@H](C(=O)NC=1N=NC(=CC1)OCC1CC1)C (S)-2-((R)-3-(5-amino-6-oxo-1,6-dihydropyridazin-3-yl)-4,4-difluoropiperidin-1-yl)-N-(6-(cyclopropyl-methoxy)pyridazin-3-yl)propanamide